O1C(OCC1)C1=C(C=C(C=N1)CC(=O)OCC)OCC1=CC=C(C=C1)OC ethyl 2-[6-(1,3-dioxolan-2-yl)-5-[(4-methoxyphenyl)methoxy]pyridin-3-yl]acetate